N-[2-[4-(2,2-difluoroethyl)piperazin-1-yl]ethyl]-4-[[3-(3-fluoro-4-methoxy-phenyl)imidazo[1,2-a]pyrazin-8-yl]amino]-N,2-dimethyl-benzamide FC(CN1CCN(CC1)CCN(C(C1=C(C=C(C=C1)NC=1C=2N(C=CN1)C(=CN2)C2=CC(=C(C=C2)OC)F)C)=O)C)F